3-((3-exo)-3-((4-((5-methyl-1H-pyrazol-3-yl)amino)-7-(thiazol-4-yl)quinazolin-2-yl)amino)-8-azabicyclo[3.2.1]oct-8-yl)propionitrile CC1=CC(=NN1)NC1=NC(=NC2=CC(=CC=C12)C=1N=CSC1)NC1CC2CCC(C1)N2CCC#N